1,2,3,6-hexanetetraol C(C(C(CCCO)O)O)O